FC1=CC(=CC2=CN(N=C12)C=1C=C(C=2N(N1)C=C(N2)C)C)C2CCNCC2 6-[7-fluoro-5-(4-piperidinyl)indazol-2-yl]-2,8-dimethyl-imidazo[1,2-b]pyridazine